N-methylcyclopropansulfonamid CNS(=O)(=O)C1CC1